succinic acid dipotassium salt [K+].[K+].C(CCC(=O)[O-])(=O)[O-]